(S)-N-(2,6-dioxopiperidin-3-yl)-6-fluorospiro[chroman-2,4'-piperidine]-7-carboxamide O=C1NC(CC[C@@H]1NC(=O)C1=C(C=C2CCC3(CCNCC3)OC2=C1)F)=O